OP(O)(=O)OP(=O)(O)O.C(C)(C)(C)C1=C(C(=CC(=C1)C)C(C)(C)C)C(O)(C(CO)(CO)CO)C1=C(C=C(C=C1C(C)(C)C)C)C(C)(C)C bis(2,6-di-tertiary butyl-4-methylphenyl)pentaerythritol diphosphate